OC1=C(OC=2C1=NC=CC2)C(=O)OCC ethyl 3-hydroxyfuro[3,2-b]pyridine-2-carboxylate